C(C)(C)(C)OC(=O)N1CCC(CC1)C=1C=CC=C2C=C(NC12)C(=O)OCC ethyl 7-(1-(tert-butoxycarbonyl) piperidin-4-yl)-1H-indole-2-carboxylate